4-(2-{5-[(1R,4R,7R)-7-amino-2-azabicyclo[2.2.1]heptane-2-carbonyl]-7-methoxy-1-methyl-1H-1,3-benzodiazol-2-yl}-1-(cyclopropylmethyl)-1H-indol-6-yl)-3,5-difluorophenol N[C@H]1[C@@H]2N(C[C@H]1CC2)C(=O)C2=CC1=C(N(C(=N1)C=1N(C3=CC(=CC=C3C1)C1=C(C=C(C=C1F)O)F)CC1CC1)C)C(=C2)OC